Methyl 5-(5-amino-4-(3-chloro-4-fluorophenylcarbamoyl)-1-methyl-1H-pyrazol-3-yl)octahydropentalene-2-carboxylate NC1=C(C(=NN1C)C1CC2CC(CC2C1)C(=O)OC)C(NC1=CC(=C(C=C1)F)Cl)=O